N-[5-[2-methyl-5-[[(3R)-1-methylpyrrolidin-3-yl]methoxy]-4-pyridyl]pyrazolo[1,5-a]pyridin-2-yl]cyclopropanecarboxamide CC1=NC=C(C(=C1)C1=CC=2N(C=C1)N=C(C2)NC(=O)C2CC2)OC[C@H]2CN(CC2)C